[Fe].OCCN(C(CO)(CO)CO)CCO 2-bis(2-hydroxyethyl)amino-2-hydroxymethyl-1,3-propylene glycol iron